2,3-dichloro-benzol ClC1=CC=CC=C1Cl